BrC=1C(=CC2=C(OCCN2C)C1)OC 7-bromo-6-methoxy-4-methyl-2H-benzo[b][1,4]Oxazin